4-[(3-chlorophenyl)methylamino]-6-(2-furyl)-2-(2-methoxyethylamino)pyrimidine-5-carboxylic acid ClC=1C=C(C=CC1)CNC1=NC(=NC(=C1C(=O)O)C=1OC=CC1)NCCOC